(R)-2,2,2-trifluoro-1-(p-tolyl)ethan-1-amine hydrochloride Cl.FC([C@H](N)C1=CC=C(C=C1)C)(F)F